CN1N=CC=C1C(=O)NC(C(NC1=CC=C2C(=C1)NC(C21CCOCC1)=O)=O)C1C(CCCC1)C 2-Methyl-N-{1-(2-methyl-cyclohexyl)-2-oxo-2-[(2-oxo-spiro[1H-indole-3,4'-oxane]-6-yl)amino]ethyl}pyrazole-3-carboxamide